OC(C(=O)N1CCN(CC1)CC1=CC=C(C=C1)NC1=NC(=NC=2C=NNC(C21)=O)C2=CC=CC=C2)(C)C 4-((4-((4-(2-hydroxy-2-methylpropanoyl)piperazin-1-yl)methyl)phenyl)amino)-2-phenylpyrimido[4,5-d]pyridazin-5(6H)-one